N-[2-amino-5-(4-fluorophenyl)phenyl]-4-(1H-imidazol-2-ylsulfonimidoyl)benzamide NC1=C(C=C(C=C1)C1=CC=C(C=C1)F)NC(C1=CC=C(C=C1)S(=O)(=N)C=1NC=CN1)=O